BrC=1C=C(C=CC1)C1=CC(=CC=C1)C1=NC2=C3C(=C4C(=C2N=C1)C=CC=C4)C=CC=C3 2-(3'-bromobiphenyl-3-yl)dibenzo[f,h]quinoxaline